O=C1NC(CCC1N1C(C2=CC=C(C=C2C1=O)NCCCCCC(=O)N1CCN(CC1)C(C1=C(C=CC=C1)C)=O)=O)=O (2,6-Dioxopiperidin-3-yl)-5-((6-(4-(2-methylbenzoyl)piperazin-1-yl)-6-oxohexyl)amino)isoindoline-1,3-dione